C(CCC)N(C1=CC=CC=C1)CCCC Di(n-butyl)aniline